acryloxyacetaldehyde C(C=C)(=O)OCC=O